tris(hydroxymethyl)aminomethane hydrochloride C(C(CO)(CO)N)O.Cl